BrC=1C(=NN(C1)CCO[Si](C1=CC=CC=C1)(C1=CC=CC=C1)C(C)(C)C)COC[C@@H](C)NC(OC(C)(C)C)=O tert-butyl (R)-(1-((4-bromo-1-(2-((tert-butyldiphenylsilyl)oxy)ethyl)-1H-pyrazol-3-yl)methoxy)propan-2-yl)carbamate